tert-butyl 2-[2-(2,6-dioxopiperidin-3-yl)-3-hydroxy-1-oxo-3H-isoindol-5-yl]-2,7-diazaspiro[3.5]nonane-7-carboxylate O=C1NC(CCC1N1C(C2=CC=C(C=C2C1O)N1CC2(C1)CCN(CC2)C(=O)OC(C)(C)C)=O)=O